O=C1NC(CCC1N1C(C2=CC=C(C=C2C1=O)NCCCCCN1CCN(CC1)C1=CC=C(C=C1)[C@@H]1[C@@H](COC2=CC(=CC=C12)O)C1=CC=CC=C1)=O)=O cis-2-(2,6-dioxopiperidin-3-yl)-5-((5-(4-(4-(7-hydroxy-3-phenylchroman-4-yl)phenyl)piperazin-1-yl)pentyl)amino)isoindoline-1,3-dione